BrC=1C=C(C=CC1F)N1C(=NOC1=O)C=1C(=NON1)OCCNS(=O)(=O)NC(OC(C)(C)C)=O Tert-butyl (N-(2-((4-(4-(3-bromo-4-fluorophenyl)-5-oxo-4,5-dihydro-1,2,4-oxadiazol-3-yl)-1,2,5-oxadiazol-3-yl)oxy)ethyl)sulfamoyl)carbamate